C(C)(C)(C)OC(=O)N1CC2(C=CC=3C(=CC=4C(N(CC4C3)C3C(NC(CC3)=O)=O)=O)O2)C1 7'-(2,6-Dioxopiperidin-3-yl)-8'-oxo-7',8'-dihydro-6'H-spiro[azetidine-3,2'-pyrano[2,3-f]isoindole]-1-carboxylic acid tert-butyl ester